1-methyl-1H-pyrazole-4-boronic acid-3,5-14C2 CN1N=[14CH]C(=[14CH]1)B(O)O